N'-(4-bromophenyl)-2-(5-chloro-2-oxo-2,3-dihydro-1H-indol-1-yl)acetohydrazide BrC1=CC=C(C=C1)NNC(CN1C(CC2=CC(=CC=C12)Cl)=O)=O